6-chloro-3-cyclopropyl-N-(6-methoxypyridin-2-yl)-[1,2,4]triazolo[4,3-b]pyridazin-8-amine ClC=1C=C(C=2N(N1)C(=NN2)C2CC2)NC2=NC(=CC=C2)OC